FC1=C(C(=C(C2=C(C(=C(C(=C12)F)F)F)F)F)F)[B-](C1=C(C2=C(C(=C(C(=C2C(=C1F)F)F)F)F)F)F)(C1=C(C2=C(C(=C(C(=C2C(=C1F)F)F)F)F)F)F)C1=C(C2=C(C(=C(C(=C2C(=C1F)F)F)F)F)F)F.C(C)[SiH](CC)CC Triethylsilane tetrakis(perfluoronaphthalen-2-yl)borate